4-[6-[6-[(4,4-difluorocyclohexyl)methyl]-3,6-diazabicyclo[3.1.1]heptan-3-yl]-3-pyridyl]-6-[1-(1,4-dioxaspiro[4.5]decan-8-yl)pyrazol-4-yl]pyrazolo[1,5-a]pyrazine-3-carbonitrile FC1(CCC(CC1)CN1C2CN(CC1C2)C2=CC=C(C=N2)C=2C=1N(C=C(N2)C=2C=NN(C2)C2CCC3(OCCO3)CC2)N=CC1C#N)F